1-(3-fluoro-4-(4,4,5,5-tetramethyl-1,3,2-dioxaborolan-2-yl)benzyl)-4-methylpiperidin-4-ol FC=1C=C(CN2CCC(CC2)(O)C)C=CC1B1OC(C(O1)(C)C)(C)C